2-[2-Isopropyl-4-(1,1,2,2,2-pentafluoroethyl)imidazo[1,2-a]1,8-naphthyridin-8-yl]-1,3,4-oxadiazole C(C)(C)C=1C=C(C=2C=CC=3N(C2N1)C=C(N3)C=3OC=NN3)C(C(F)(F)F)(F)F